1-ethyl-3-(5-((4-(2-fluoro-6-(1H-imidazol-2-yl)pyridin-3-yl)piperidin-1-yl)methyl)-1-methyl-1H-imidazol-2-yl)urea C(C)NC(=O)NC=1N(C(=CN1)CN1CCC(CC1)C=1C(=NC(=CC1)C=1NC=CN1)F)C